C(#N)C=1C=NN2C1C(=CC(=C2)C2=C(N(N=N2)C)NC(OC(C)(C)C)=O)O[C@H](C)C2=NC=C(C=C2)F tert-butyl N-[5-[3-cyano-4-[(1R)-1-(5-fluoro-2-pyridyl)ethoxy]pyrazolo[1,5-a]pyridin-6-yl]-3-methyl-triazol-4-yl]carbamate